[(1S,6R,7S)-3-[3-(3,4-dichloro-2-methylindazol-5-yl)-1H-pyrazolo[3,4-b]pyrazin-6-yl]-7-(5-methyl-1,2-oxazol-3-yl)-3-azabicyclo[4.1.0]heptan-7-yl]methanamine ClC=1N(N=C2C=CC(=C(C12)Cl)C1=NNC2=NC(=CN=C21)N2C[C@@H]1[C@]([C@@H]1CC2)(C2=NOC(=C2)C)CN)C